C(OCC=C)(O[C@@H]1[C@H](O[C@H]([C@@H]([C@H]1OC(OCC=C)=O)OC(OCC=C)=O)OC1=C(C=C(C=C1)COC(=O)OC1=C(C(=C(C(=C1F)F)F)F)F)[N+](=O)[O-])COC(=O)OCC=C)=O Triallyl ((2R,3R,4S,5R,6S)-2-((((allyloxy)carbonyl)oxy)methyl)-6-(2-nitro-4-((((perfluorophenoxy)carbonyl)oxy)methyl)phenoxy)tetrahydro-2H-pyran-3,4,5-triyl) tricarbonate